Cl.ClC1=C(C=CC(=C1)Cl)C1=C(C=2C=CC(=CC2CC1)C(=O)O)C1=CC(=CC=C1)O[C@H]1CN(CC1)CCCF (R)-6-(2,4-dichlorophenyl)-5-(3-((1-(3-fluoropropyl)pyrrolidin-3-yl)oxy)phenyl)-7,8-dihydronaphthalene-2-carboxylic acid hydrochloride